C1(CCCCC1)NC[Si](OCC)(OCC)C (N-cyclohexyl-aminomethyl)(methyl)(diethoxy)silane